tert-butyl 5-oxa-2,8-diazaspiro[3.5]nonane-8-carboxylate hydrochloride Cl.C1NCC12OCCN(C2)C(=O)OC(C)(C)C